C[Si](O[C@@]12CCCC[C@H]2[C@@H]1\C=C\C1=CC=CC=C1)(C)C trimethyl-(((1r,6s,7s)-7-((E)-styryl)bicyclo[4.1.0]heptan-1-yl)oxy)silane